Cl.N[C@H](C(=O)N[C@@H](CC(=O)OCC)C=1C=C(C=C(C1F)C)C1=C(C=C(C=C1C)Cl)C)CC(C)C ethyl (3S)-3-[(2S)-2-amino-4-methylpentanamido]-3-{4'-chloro-4-fluoro-2',5,6'-trimethyl-[1,1'-biphenyl]-3-yl}propanoate hydrochloride